Tert-butyl 3-{[1-(2,6-dioxopiperidin-3-yl)-3-methyl-2-oxo-1,3-benzodiazol-4-yl](methyl)amino}pyrrolidine-1-carboxylate O=C1NC(CCC1N1C(N(C2=C1C=CC=C2N(C2CN(CC2)C(=O)OC(C)(C)C)C)C)=O)=O